(6-(2-methoxyethyl)-4,5,6,7-tetrahydro-1H-pyrazolo[3,4-c]pyridin-3-yl)methanone COCCN1CC2=C(CC1)C(=NN2)C=O